7-(allyloxy)-2-methylheptane-2-ol C(C=C)OCCCCCC(C)(O)C